8-bromo-2-(4,4-difluoropiperidin-1-yl)-4-hydrazineyl-6-methylquinazoline BrC=1C=C(C=C2C(=NC(=NC12)N1CCC(CC1)(F)F)NN)C